(E)-N'-(8-bromo-3-fluoro-6-iodoquinolin-5-yl)-N,N-dimethylmethanimidamide BrC=1C=C(C(=C2C=C(C=NC12)F)/N=C/N(C)C)I